4-fluoro-7-methyl-N-(5-(pyrimidin-5-yl)tetrahydro-2H-pyran-3-yl)-1H-indole FC1=C2C=CN(C2=C(C=C1)C)C1COCC(C1)C=1C=NC=NC1